(S)-N-(2-cyclopropyl-4-methyl-5-oxo-5,6,7,8-tetrahydro-4H-pyrazolo[1,5-a][1,3]diazepin-6-yl)-1-(3,5-difluorobenzyl)-1H-1,2,4-triazole-3-carboxamide C1(CC1)C1=NN2C(N(C([C@H](CC2)NC(=O)C2=NN(C=N2)CC2=CC(=CC(=C2)F)F)=O)C)=C1